3-isopropyl-1-methoxy-1-[[4-[5-(trifluoromethyl)-1,2,4-oxadiazol-3-yl]phenyl]methyl]urea C(C)(C)NC(N(CC1=CC=C(C=C1)C1=NOC(=N1)C(F)(F)F)OC)=O